FC1=NC=CC2=C1CC1CCC2N1C(=O)NC1=C(C=CC(=C1)C(F)(F)F)F (±)-1-fluoro-N-(2-fluoro-5-(trifluoromethyl)phenyl)-6,7,8,9-tetrahydro-5H-5,8-epimino-cyclohepta[c]pyridine-10-carboxamide